FC(C)(F)C1=NC(=CC(=N1)NC1=CC(=NC=C1OC)NC(C)=O)C=1C=NN(C1)CC(C)C N-(4-((2-(1,1-difluoroethyl)-6-(1-isobutyl-1H-pyrazol-4-yl)pyrimidin-4-yl)amino)-5-methoxypyridin-2-yl)acetamide